1,5-dibromononane BrCCCCC(CCCC)Br